CN1N=CC=2C1=NC(=CC2N2CC1=C(CC2)N(N=C1C)CC12CCC(CC1)(CC2)NCCOCC)C 4-((5-(1,6-dimethyl-1H-pyrazolo[3,4-b]pyridin-4-yl)-3-methyl-4,5,6,7-tetrahydro-1H-pyrazolo[4,3-c]pyridin-1-yl)methyl)-N-(2-ethoxyethyl)bicyclo[2.2.2]octan-1-amine